O1CC(C1)=C1CCNC1=O (2S)-4-(oxetan-3-ylidene)-5-oxopyrrolidin